BrC1=C(C(C(=O)NC2=CC=CC=C2)=CC(=C1)Br)O 3,5-dibromo-salicylanilide